4-Chloro-6-(1-(4,4,5,5-tetramethyl-1,3,2-dioxaborolan-2-yl)cyclopropyl)quinoline ClC1=CC=NC2=CC=C(C=C12)C1(CC1)B1OC(C(O1)(C)C)(C)C